OC1=CC=C(C=C1)C(CSC1=NN=NN1C1=CC=C(C=C1)C)=O (4-hydroxyphenyl)-2-((1-(p-tolyl)-1H-tetrazol-5-yl)thio)ethan-1-one